C1(=C(C(=CC(=C1)C)C)C(CC=O)=O)C 3-MESITYL-3-OXOPROPANAL